N-[(2-bromo-5-fluoro-phenyl)aminomethylsulfonyl]benzamide BrC1=C(C=C(C=C1)F)NCS(=O)(=O)NC(C1=CC=CC=C1)=O